4-(4,4,5,5-tetramethyl-1,3,2-dioxaborolan-2-yl)-10H-spiro[acridine-9,9'-fluorene] CC1(OB(OC1(C)C)C1=CC=CC2=C1NC1=CC=CC=C1C21C2=CC=CC=C2C=2C=CC=CC12)C